N1(CC=NC=C1)C(=O)[O-] pyrazine-1-carboxylate